BrC1=NC=CC=C1SC(F)(F)F 2-bromo-3-((trifluoromethyl)thio)pyridine